C1=CC=CC=2C3=CC=CC=C3N(C12)C1=CC=C(C=C1)N(C=1C=C(C=CC1)C=CC1=CC=C(C=C1)N(C1=CC=CC=C1)C1=CC=C(C=C1)N1C2=CC=CC=C2C=2C=CC=CC12)C1=CC=CC=C1 N,N'-bis[4-(9H-carbazole-9-yl)phenyl]-N,N'-diphenylstilbene-3,4'-diamine